methylene chloride C(Cl)Cl